CC1=C(N=CN1)C.[Zn] zinc (dimethylimidazole)